(R)-5-(((2-(3'-chloro-2'-(2-chloro-3-((3-fluoro-4-(((2-hydroxyethyl)amino)methyl)pyridin-2-yl)amino)phenyl)-6-methoxy-[2,4'-bipyridin]-5-yl)ethyl)amino)methyl)pyrrolidin-2-one ClC=1C(=NC=CC1C1=NC(=C(C=C1)CCNC[C@H]1CCC(N1)=O)OC)C1=C(C(=CC=C1)NC1=NC=CC(=C1F)CNCCO)Cl